tert-butyl 4-((3-(tert-butyl)-1,2,4-oxadiazole-5-carboxamido)methyl)piperidine-1-carboxylate C(C)(C)(C)C1=NOC(=N1)C(=O)NCC1CCN(CC1)C(=O)OC(C)(C)C